ClC=1C=C(C=CC1F)C1=NN=C(S1)CSC1=CC(=C(OC(C(=O)O)C)C=C1)C 2-(4-(((5-(3-chloro-4-fluorophenyl)-1,3,4-thiadiazol-2-yl)methyl)thio)-2-methylphenoxy)propionic acid